FC(C(C)(C)O)(F)C=1C(=C(C=CC1)[C@@H](C)NC1=NC(=NC2=CC3=C(C=C12)N(C(C3(C)C)=O)C)C)F (R)-4-((1-(3-(1,1-Difluoro-2-hydroxy-2-methylpropyl)-2-fluorophenyl)ethyl)amino)-2,6,8,8-tetramethyl-6,8-dihydro-7H-pyrrolo[2,3-g]quinazolin-7-one